hexadecyl-tetramethyl-benzyl-ammonium di-tert-butyl-(2S,4R)-4-(([1,1'-biphenyl]-4-carbonyl)oxy)pyrrolidine-1,2-dicarboxylate C(C)(C)(C)OC(=O)N1[C@@H](C[C@H](C1)OC(=O)C1=CC=C(C=C1)C1=CC=CC=C1)C(=O)OC(C)(C)C.C(CCCCCCCCCCCCCCC)[NH2+]C(C1=C(C(=CC=C1)C)C)(C)C